ClC=1C=C(C=CC1)C(C(OC(=O)N[C@H](C(=O)N[C@H](C(=O)OC)C[C@H]1C(NCC1)=O)CCCC)C1=CC=CC=C1)(F)F methyl (2S)-2-((2S)-2-(((2-(3-chlorophenyl)-2,2-difluoro-1-phenylethoxy) carbonyl) amino)hexanamido)-3-((S)-2-oxopyrrolidin-3-yl)propanoate